(3S,4S)-4-(4,4-diethyl-2-imino-6-oxo-hexahydropyrimidin-1-yl)-N-[(1R,2R)-2-hydroxyindan-1-yl]-3-methoxy-tetralin-6-carboxamide C(C)C1(NC(N(C(C1)=O)[C@@H]1[C@H](CCC2=CC=C(C=C12)C(=O)N[C@H]1[C@@H](CC2=CC=CC=C12)O)OC)=N)CC